5-(2-Bromoethyl)benzo[d][1,3]dioxolane BrCCC1=CC2=C(OCO2)C=C1